dibenzyl peroxy dicarbonate C(OCC1=CC=CC=C1)(OOOOC(OCC1=CC=CC=C1)=O)=O